ClCC=1C=CC=2C3=C(C(NC2C1)=O)C=CS3 7-(chloromethyl)thieno[3,2-c]quinolin-4(5H)-one